3-[(4-{[7-(dimethylamino)-5-methyl-[1,2,4]triazolo[1,5-a]pyrimidin-6-yl]methyl}phenyl)(imino)oxo-λ6-sulfanyl]propanoic acid CN(C1=C(C(=NC=2N1N=CN2)C)CC2=CC=C(C=C2)S(CCC(=O)O)(=O)=N)C